tri(p-tolyl)(hydroxyphenyl) borate B(OC1=C(C(=C(C(=C1)C1=CC=C(C=C1)C)C1=CC=C(C=C1)C)C1=CC=C(C=C1)C)O)([O-])[O-]